3,3-Diaminobenzene NC1(CC=CC=C1)N